4-(2-((phenylmethyl)sulfonamido)-4-(4-(4-((6-(trifluoromethyl)pyridazin-3-yl)oxy)phenyl)-piperidine-1-carbonyl)phenyl)piperazin-1-ium 2,2,2-trifluoroacetate FC(C(=O)[O-])(F)F.C1(=CC=CC=C1)CS(=O)(=O)NC1=C(C=CC(=C1)C(=O)N1CCC(CC1)C1=CC=C(C=C1)OC=1N=NC(=CC1)C(F)(F)F)N1CC[NH2+]CC1